methyl 4-(1-(2,6-dichlorophenyl)azetidin-3-yl)-2-fluoro-6-methylbenzoate ClC1=C(C(=CC=C1)Cl)N1CC(C1)C1=CC(=C(C(=O)OC)C(=C1)C)F